methyl 2,3-dimethyl-4-pentenoate CC(C(=O)OC)C(C=C)C